C(CC)(=O)N1CCC2(CC1)OC1=C(C(C2)=O)C=CC=C1 propionylspiro[benzopyran-2,4'-piperidin]-4-one